(2,6-dimethyl-4-nitrophenyl)(4-methoxy-3-(deuteromethyl)phenyl)methanol CC1=C(C(=CC(=C1)[N+](=O)[O-])C)C(O)C1=CC(=C(C=C1)OC)C[2H]